ClCC=1C(=C(C=CC1C)C)CCl bis(chloromethyl)-p-xylene